1-(5-((3-fluorobenzyl)oxy)-2,3-dihydro-1H-inden-1-yl)azetidine-3-carboxylic acid FC=1C=C(COC=2C=C3CCC(C3=CC2)N2CC(C2)C(=O)O)C=CC1